5-amino-N-[3-(7-{[(3S,4R)-3-fluoro-1-methylpiperidin-4-yl]amino}-3-(2,2,2-trifluoroethyl)pyrazolo[1,5-a]pyridin-2-yl)prop-2-yn-1-yl]-1-isopropyl-1H-pyrazole-4-carboxamide NC1=C(C=NN1C(C)C)C(=O)NCC#CC1=NN2C(C=CC=C2N[C@H]2[C@H](CN(CC2)C)F)=C1CC(F)(F)F